5-bromo-7-methylpyrrolo[2,1-f][1,2,4]Triazin-4-amine BrC=1C=C(N2N=CN=C(C21)N)C